C(#N)C1(CC1)NS(=O)(=O)C1=CC=C2C3=C(N(C2=C1)C=1SC(=NN1)C(F)F)N=CN=C3N3C[C@@H](C(CC3)N3CCOCC3)F N-(1-cyanocyclopropyl)-9-(5-(difluoromethyl)-1,3,4-thiadiazol-2-yl)-4-((3S)-3-fluoro-4-morpholinopiperidin-1-yl)-9H-pyrimido[4,5-b]indole-7-sulfonamide